2-((2-aminoethyl)amino)eth-anol NCCNCCO